Cl.NC(C)C=1C(=C(C#N)C=CC1)C 3-(1-aminoethyl)-2-methylbenzonitrile hydrochloride